(1s,3s)-3-(Methoxycarbonyl)cyclobutyl 3-oxa-6-azabicyclo[3.1.1]heptane-6-carboxylate [C@H]12COCC(N1C(=O)OC1CC(C1)C(=O)OC)C2